C1(CC1)S(=O)(=O)C1=CC=C(C=C1)C1=CC2=NC=C(C=C2N1C)C1CCN(CC1)C1C[C@@H]2CC[C@H](C1)N2CC(C)C |r| 2-(4-cyclopropylsulfonylphenyl)-1-methyl-6-[1-[rac-(1S,5R)-8-isobutyl-8-azabicyclo[3.2.1]octan-3-yl]-4-piperidyl]pyrrolo[3,2-b]pyridine